C(C1=CC=CC=C1)OC(=O)NC=1C=CC(=C2C(=NNC12)C1CCN(CC1)C(=O)OC(C)(C)C)Br tert-butyl 4-(7-{[(benzyloxy) carbonyl] amino}-4-bromo-1H-indazol-3-yl)piperidine-1-carboxylate